(2R)-2-[(1R)-1-[(tert-butyldimethylsilyl)oxy]ethyl]-3,3-difluoro-1-[(S)-2-methylpropane-2-sulfinyl]azetidine [Si](C)(C)(C(C)(C)C)O[C@H](C)[C@H]1N(CC1(F)F)[S@@](=O)C(C)(C)C